2-(6-{5-chloro-2-[(oxacyclohex-4-yl)amino]pyrimidin-4-yl}-1-oxo-2,3-dihydro-1H-isoindol-2-yl)-N-[(1R)-2-hydroxy-1-phenylethyl]acetamide ClC=1C(=NC(=NC1)NC1CCOCC1)C1=CC=C2CN(C(C2=C1)=O)CC(=O)N[C@@H](CO)C1=CC=CC=C1